methyl-rac-cis-3-ethyl-3-fluoro-4-hydroxypiperidine CN1C[C@@]([C@@H](CC1)O)(F)CC |r|